(4S,5R)-5-[3-fluoro-5-(trifluoromethyl)phenyl]-4-methyl-N-{[4-methyl-2-(1-methylethyl)-1,3-thiazol-5-yl]methyl}-2-oxo-1,3-oxazolidine-3-carboxamide FC=1C=C(C=C(C1)C(F)(F)F)[C@@H]1[C@@H](N(C(O1)=O)C(=O)NCC1=C(N=C(S1)C(C)C)C)C